2-Chloro-N-((1-((4-chlorobenzyl)sulfonyl)piperidin-4-yl)methyl)acetamide ClCC(=O)NCC1CCN(CC1)S(=O)(=O)CC1=CC=C(C=C1)Cl